3-(difluoromethoxy)-6-vinylpyridazine FC(OC=1N=NC(=CC1)C=C)F